(3-(4-(2-Methoxy-4-methylpyrimidin-5-yl)benzyl)-1,2,3-oxadiazol-3-ium-5-yl)((3-(2-(pyridin-3-yl)acetamido)-5-(trifluoromethyl)phenyl)carbamoyl)amide COC1=NC=C(C(=N1)C)C1=CC=C(C[N+]2=NOC(=C2)[N-]C(NC2=CC(=CC(=C2)C(F)(F)F)NC(CC=2C=NC=CC2)=O)=O)C=C1